BrCCCS(=O)(=O)[O-].[Na+] Sodium 3-Bromopropanesulfonate